Methanesulfonic acid 3-[2-chloro-6-fluoro-4-(4-methyl-6-oxo-4,5-dihydro-1H-pyridazin-3-yl) phenoxy]-2,2-Difluoropropyl ester ClC1=C(OCC(COS(=O)(=O)C)(F)F)C(=CC(=C1)C1=NNC(CC1C)=O)F